((tert-butoxy)carbonyl)-L-lysine C(C)(C)(C)OC(=O)N[C@@H](CCCCN)C(=O)O